3,5,4'-trivinylbiphenyl C(=C)C=1C=C(C=C(C1)C=C)C1=CC=C(C=C1)C=C